S1C(=NC2=C1C=CC=C2)NC2=C(C1=C(N=N2)N(CCC1)C=1SC(=C(N1)C(=O)OC)CCCOC1=C(C=C(C=C1)N1CCN(CC1)C)F)C methyl 2-{3-[(1,3-benzothiazol-2-yl)amino]-4-methyl-5H,6H,7H,8H-pyrido[2,3-c]pyridazin-8-yl}-5-{3-[2-fluoro-4-(4-methylpiperazin-1-yl)phenyloxy]propyl}-1,3-thiazole-4-carboxylate